(1S,4R)-4-((((1S,2S)-2-((2-(2,6-dioxopiperidin-3-yl)-1-oxoisoindolin-5-yl)oxy)cyclopentyl)amino)methyl)cyclohexane-1-carbonitrile O=C1NC(CCC1N1C(C2=CC=C(C=C2C1)O[C@@H]1[C@H](CCC1)NCC1CCC(CC1)C#N)=O)=O